[Si](C)(C)(C(C)(C)C)OC(C)(C)C1=[N+](C=CC(=C1)C(=O)OC)[O-] 2-{2-[(tert-butyldimethylsilyl)oxy]propan-2-yl}-4-(methoxycarbonyl)pyridin-1-ium-1-olate